C(C1=CC=CC=C1)N1C2COCC1C=C(C2)C2=C(C=C(C(=C2)OC2CC2)[N+](=O)[O-])C 9-benzyl-7-(5-cyclopropoxy-2-methyl-4-nitrophenyl)-3-oxa-9-azabicyclo[3.3.1]non-6-ene